2-Butyl-2-Ethyl-Propanediol C(CCC)C(C(O)O)(C)CC